(S)-N-(1-ethylpiperidin-3-yl)-4-(1H-imidazol-1-yl)picolinamide C(C)N1C[C@H](CCC1)NC(C1=NC=CC(=C1)N1C=NC=C1)=O